5-(5-((1R,2S)-2-fluorocyclopropyl)-1,2,4-oxadiazol-3-yl)-2-methylaniline F[C@@H]1[C@H](C1)C1=NC(=NO1)C=1C=CC(=C(N)C1)C